FC(C(CO)(O)C)(F)F 3,3,3-trifluoro-2-methylpropane-1,2-diol